CS(=S)OC=CC propenyl methylthiosulfinate